(10-cyclopropyl-6-hydroxy-[1,2,4]triazolo[5,1-a]isoquinoline-5-carbonyl)glycine C1(CC1)C=1C=CC=C2C(=C(N3C(C12)=NC=N3)C(=O)NCC(=O)O)O